Methyl 5-hydroxy-2-iodobenzoate OC=1C=CC(=C(C(=O)OC)C1)I